OCCC1CCN(CC1)C(=O)OC(C)(C)C tert-Butyl 4-(2-hydroxyethyl)-1-piperidinecarboxylate